C(C1=CC=CC=C1)(=O)OC1C(CNCC1C(C)(C)C)C(C)(C)C 3,5-di-tert-butyl-4-piperidyl benzoate